FC=1C(=C2C(=NC(=NN2C1)NC12CCC(CC1)(C2)O)OC)C=2C=CC=1N(C2)C(=CN1)C(=O)NC 6-(6-fluoro-2-((4-hydroxybicyclo[2.2.1]heptan-1-yl)amino)-4-methoxypyrrolo[2,1-f][1,2,4]triazin-5-yl)-N-methylimidazo[1,2-a]pyridine-3-carboxamide